(R)-N-(5-fluoro-2-methyl-4-(N-(1-(1-methyl-piperidin-4-yl)ethyl)sulfamoyl)phenyl)-2-methylbenzamide FC=1C(=CC(=C(C1)NC(C1=C(C=CC=C1)C)=O)C)S(N[C@H](C)C1CCN(CC1)C)(=O)=O